bis(2,5-dioxopyrrolidin-1-yl) 4,7,10,13,16,19-hexaoxadocosanedioate C(CCOCCOCCOCCOCCOCCOCCC(=O)ON1C(CCC1=O)=O)(=O)ON1C(CCC1=O)=O